B(O)(O)O.[Si] silicon boric acid